OC1=CC=C(C=C1)CC(=O)[O-].OC1=CC=C(C=C1)CC(=O)[O-].C(CCC)[Sn+2]CCCC dibutyltin bis-(4-hydroxyphenyl acetate)